2-(2,5-difluorophenoxy)-N,N-dimethylethan-1-amine FC1=C(OCCN(C)C)C=C(C=C1)F